FC(OCC=1[C@@H]([C@@H]([C@H]([C@@H](C1)NCCCCCCCC)O)O)O)F (1S,2S,3S,6R)-4-((difluoromethoxy)methyl)-6-(octylamino)cyclohex-4-ene-1,2,3-triol